(3-(4-bromophenyl)tetrahydrofuran-3-yl)methanol BrC1=CC=C(C=C1)C1(COCC1)CO